N-{1-[5-(5-chloro-2-propoxyphenyl)thiophen-2-yl]ethyl}-6,7-dimethoxy-2-methylquinazolin-4-amine ClC=1C=CC(=C(C1)C1=CC=C(S1)C(C)NC1=NC(=NC2=CC(=C(C=C12)OC)OC)C)OCCC